OCC1=CC=C(O1)C(O)C1=CC=CC=C1 (5-(Hydroxymethyl)furan-2-yl)(phenyl)methanol